4-(3-((4-cyano-2-fluorobenzyl)oxy)-1H-pyrazol-1-yl)piperidine-1-carboxylic acid tert-butyl ester C(C)(C)(C)OC(=O)N1CCC(CC1)N1N=C(C=C1)OCC1=C(C=C(C=C1)C#N)F